1-hexadecanoyl-2-(9Z-tetradecenoyl)-glycero-3-phosphocholine CCCCCCCCCCCCCCCC(=O)OC[C@H](COP(=O)([O-])OCC[N+](C)(C)C)OC(=O)CCCCCCC/C=C\CCCC